C(OCC1=C(C=C(C(=C1)NC(=O)C1=CNC2=CC=CC=C2C1=O)C(C)(C)C)C(C)(C)C)([O-])=O 2,4-di-tert-butyl-5-(4-oxo-1,4-dihydroquinoline-3-carboxamido)phenylmethyl carbonate